ethyl (E)-4-(5-bromopyridin-2-yl)-2-(hydroxyimino)-4-oxobutyrate BrC=1C=CC(=NC1)C(C\C(\C(=O)OCC)=N/O)=O